(R)-9-oxo-8-(1-(3-(trifluoromethoxy)phenyl)-1H-imidazol-4-yl)octahydro-2H-pyrazino[1,2-a]pyrazine-2-carbonitrile O=C1N(CCN2[C@@H]1CN(CC2)C#N)C=2N=CN(C2)C2=CC(=CC=C2)OC(F)(F)F